(octadecyl) silicate [Si](OCCCCCCCCCCCCCCCCCC)([O-])([O-])[O-]